Tert-butyl (R)-2,2-dimethyl-4-(morpholinomethyl)piperidine-1-carboxylate CC1(N(CC[C@H](C1)CN1CCOCC1)C(=O)OC(C)(C)C)C